ClC1=C(C(=O)O)C=C(C=C1C1=NNC=N1)F 2-Chloro-5-fluoro-3-(1H-1,2,4-triazol-3-yl)benzoic acid